FC=1C=C(C=CC1F)N=C=S 3,4-difluorophenyl isothiocyanate